3-((3-aminopropyl)amino)-4-(methylamino)cyclobut-3-ene-1,2-dione NCCCNC=1C(C(C1NC)=O)=O